N-(4-(benzyloxy)-3-fluorophenyl)-2-cyclopropoxy-3,4,5,6-tetrafluorobenzenesulfonamide C(C1=CC=CC=C1)OC1=C(C=C(C=C1)NS(=O)(=O)C1=C(C(=C(C(=C1F)F)F)F)OC1CC1)F